((5-([1,2,4]triazolo[1,5-a]pyridin-7-yl)-6-isopropyl-1H-pyrazolo[4,3-g]isoquinolin-8-yl)imino)dimethyl-λ6-sulfanone N=1C=NN2C1C=C(C=C2)C2=C(N=C(C1=CC3=C(C=C21)C=NN3)N=S(=O)(C)C)C(C)C